C(CCCCC)(=O)OCCCCCCCCCCCCCCCCCCCCCC n-docosyl hexanoate